C(=O)(O)OC(CCC)=O.[P] phosphorus carboxybutyrate